ClC1=C(C(=O)O)C=C(C(=C1)NCCCCCCCC)S(N)(=O)=O 2-chloro-4-(octylamino)-5-sulfamoyl-benzoic acid